(2-(5-((3-(2,5-difluorophenyl)isoxazol-5-yl)methyl)-5H-imidazo[4,5-c]pyridin-2-yl)phenyl)methanol FC1=C(C=C(C=C1)F)C1=NOC(=C1)CN1C=C2C(C=C1)=NC(=N2)C2=C(C=CC=C2)CO